CC1([C@]2(C(C[C@@H]1CC2)=O)CS(=O)(=O)NC=2C=C1CCN(C1=CC2)CC2=CC=C(C=C2)F)C 1-((1R,4S)-7,7-dimethyl-2-oxobicyclo[2.2.1]heptan-1-yl)-N-(1-(4-fluorobenzyl)indolin-5-yl)methanesulfonamide